CNC(=O)C=1C(N(C(=CC1)N1CCN(CC1)CC1=CC=2NC(N(C(C2S1)=O)C)=O)C)=O N,1-dimethyl-6-(4-((3-methyl-2,4-dioxo-1,2,3,4-tetrahydrothieno[3,2-d]pyrimidin-6-yl)methyl)piperazin-1-yl)-2-oxo-1,2-dihydropyridine-3-carboxamide